NC(CO)CCN 2,4-diaminobutanol